3-(hydroxymethyl)hexahydro-1H-pyrrolizin-1-ol OCC1CC(C2CCCN12)O